C1(=CC=C(C=C1)N1CC(=C(C2=CC=C3C(=C12)SC1=C3C=CC=C1)O)C(C(F)(F)F)=O)C1=CC=CC=C1 1-(4-biphenylyl)-4-hydroxy-3-(2,2,2-trifluoroethan-1-on-1-yl)benzo[4,5]thieno[3,2-h]quinolin